O=C(CCC(=O)NCC=1SC=CC1)N1C(C2=CC=CC=C2CC1)C1=CC=CC=C1 4-Oxo-4-(1-phenyl-3,4-dihydro-1H-isoquinolin-2-yl)-N-(2-thienylmethyl)butyric acid amide